FC=1C=C(C#N)C=C(C1)[C@@H]1[C@H](C1)B1OC(C(O1)(C)C)(C)C |r| racemic-3-fluoro-5-[(1S,2S)-2-(4,4,5,5-tetramethyl-1,3,2-dioxaborolan-2-yl)cyclopropyl]benzonitrile